3-(3-chloro-2-methoxyphenyl)-4,5-dimethyl-5-(trifluoromethyl)tetrahydrofuran-2-yl acetate C(C)(=O)OC1OC(C(C1C1=C(C(=CC=C1)Cl)OC)C)(C(F)(F)F)C